N-(2-(2,2-difluoro-3-hydroxypropyl)-6-morpholino-1-oxoisoindolin-5-yl)pyrazolo[1,5-a]pyrimidine-3-carboxamide FC(CN1C(C2=CC(=C(C=C2C1)NC(=O)C=1C=NN2C1N=CC=C2)N2CCOCC2)=O)(CO)F